5-(4-acetylphenyl)-2-amino-4-oxo-4,5-dihydrofuran-3-yl-5-d phenylmethanesulfonate C1(=CC=CC=C1)CS(=O)(=O)OC1=C(OC(C1=O)([2H])C1=CC=C(C=C1)C(C)=O)N